C1(CC1)C(=O)N 1-cyclopropanecarboxamide